9-bromo-2-hydroxy-1-methylpyrazolo[1,5-a]thieno[3,2-c]pyridine-8-carboxylic acid methyl ester COC(=O)C1=C(C=2C=3N(C=CC2S1)N=C(C3C)O)Br